ClC=1C=C(OCCO)C=CC1Cl 2-(3,4-Dichlorophenoxy)ethanol